(2S,4R)-1-(2-(3-acetyl-7-methyl-5-(2-methylpyrimidin-5-yl)-1H-indazol-1-yl)acetyl)-N-(6-bromo-3-methylpyridin-2-yl)-4-methylpyrrolidine-2-carboxamide C(C)(=O)C1=NN(C2=C(C=C(C=C12)C=1C=NC(=NC1)C)C)CC(=O)N1[C@@H](C[C@H](C1)C)C(=O)NC1=NC(=CC=C1C)Br